7-((3S,4S)-4-amino-3-methyl-2-oxa-8-azaspiro[4.5]decan-8-yl)-3-(2-chloro-3-(1-methyl-1H-pyrazol-3-yl)phenyl)pteridine-2,4(1H,3H)-dione N[C@@H]1[C@@H](OCC12CCN(CC2)C2=CN=C1C(N(C(NC1=N2)=O)C2=C(C(=CC=C2)C2=NN(C=C2)C)Cl)=O)C